CN1C=NC=C1C=1CCN(CC1)C(=O)OCC1=CC=CC=C1 benzyl 4-(3-methylimidazol-4-yl)-3,6-dihydro-2H-pyridine-1-carboxylate